C(C)(C)(C)C1=NC(=CC=C1)C1CCNCC1 tert-Butyl-6-(piperidin-4-yl)pyridine